3-(methylthio)benzohydrazide CSC=1C=C(C(=O)NN)C=CC1